2,6-dimethylphenyl chloride CC1=C(C(=CC=C1)C)Cl